5-(4-fluoro-2-oxo-2,3-dihydro-1H-benzo[d]imidazol-1-yl)-N-methylpyridinecarboxamide FC1=CC=CC=2N(C(NC21)=O)C=2C=CC(=NC2)C(=O)NC